1-(2-(1H-1,2,4-triazol-1-yl)ethyl)-6-nitro-5-phenylindole N1(N=CN=C1)CCN1C=CC2=CC(=C(C=C12)[N+](=O)[O-])C1=CC=CC=C1